N1(CCC1)CCOC=1C=CC(=NC1)CO (5-(2-(azetidin-1-yl)ethoxy)pyridin-2-yl)methanol